tert-butyl (1R,2S)-2-(1-(tert-butoxycarbonyl)-3-iodo-1H-indazol-6-yl)-5'-chloro-2'-oxospiro[cyclopropane-1,3'-indoline]-1'-carboxylate C(C)(C)(C)OC(=O)N1N=C(C2=CC=C(C=C12)[C@@H]1C[C@@]12C(N(C1=CC=C(C=C21)Cl)C(=O)OC(C)(C)C)=O)I